OC1=C(C(N(C=C1)C)=O)C(F)(F)F 4-hydroxy-1-methyl-3-(trifluoromethyl)pyridin-2(1H)-one